ClCC(=O)C1=C(N(C(=C1)C)C1=CC(=C(C#N)C(=C1)F)F)C 4-(3-(2-chloroacetyl)-2,5-dimethyl-1H-pyrrol-1-yl)-2,6-difluorobenzonitrile